BrC1=C(C=C(C=C1)C1=NN=NN1CC1=CC=C(C=C1)C1=NOC(=N1)C(F)(F)F)C 3-[4-[[5-(4-bromo-3-methyl-phenyl)tetrazol-1-yl]methyl]phenyl]-5-(trifluoromethyl)-1,2,4-oxadiazole